P(O)(=O)(OP(=O)(O)OP(=O)(O)O)OC[C@@H]1[C@H]([C@H]([C@@H](O1)N1C=[N+](C=2C(=O)NC(N)=NC12)C)O)O 7-methylguanosine-triphosphate